NC1=NC=CC=C1C1=NC2=C(N1C=1C=CC(=NC1)NC(OC(C)(C)C)=O)C=C(C=C2)C2=CC=CC=C2 tert-butyl (5-(2-(2-aminopyridin-3-yl)-6-phenyl-1H-benzo[d]imidazol-1-yl)pyridin-2-yl)carbamate